methyl (E)-5-((hydroxyimino)methyl)-2-methoxybenzoate O\N=C\C=1C=CC(=C(C(=O)OC)C1)OC